C(#N)C=1C=NN2C1C(=CC(=C2)OCC(C)(C)O)C=2C=CC(=NC2)N2CC1N(C(C2)C1)C(=O)NCC(C)C 3-(5-(3-Cyano-6-(2-hydroxy-2-methylpropyloxy)pyrazolo[1,5-a]pyridin-4-yl)pyridin-2-yl)-N-isobutyl-3,6-diazabicyclo[3.1.1]heptane-6-carboxamide